NC1=NC2=CC(=CC=C2C=N1)C=1C(=C(C=CC1F)N1C(C=CC(=C1)Cl)OC)F N-[3-(2-aminoquinazolin-7-yl)-2,4-difluorophenyl]-5-chloro-2-methoxypyridine